(R)-N-(1-(6-(3-methoxytetrahydrofuran-3-yl)-4-methylpyridin-2-yl)-3-(1H-pyrazol-5-yl)-1H-pyrrolo[3,2-c]pyridin-6-yl)acetamide CO[C@@]1(COCC1)C1=CC(=CC(=N1)N1C=C(C=2C=NC(=CC21)NC(C)=O)C2=CC=NN2)C